S1NCC2=C1C=CC=C2 dihydrobenzo[d]isothiazole